C(C1=CC=CC=C1)OC(=O)NC=1C(=C(C=CC1)CNC1(CN(C1)C(=O)OC(C)(C)C)C1=C(C=C(C=C1)O)O)F tert-butyl 3-{[(3-{[(benzyloxy)carbonyl]amino}-2-fluorophenyl)methyl]amino}-3-(2,4-dihydroxyphenyl)azetidine-1-carboxylate